5-({5-[2-(3-Aminopropoxy)-4-methoxypyridine-3-yl]-1H-pyrazole-3-yl}amino)pyrazine NCCCOC1=NC=CC(=C1C1=CC(=NN1)NC=1N=CC=NC1)OC